6-(2-acetyl-2-cyanoethyl)-2-chloropyridine-3-carbonitrile C(C)(=O)C(CC1=CC=C(C(=N1)Cl)C#N)C#N